(±)-(4Z)-4-(1,3-benzothiazol-6-ylmethylene)-2-[(1-methyl-2-oxo-pyrrolidin-3-yl)amino]-1H-imidazol-5-one S1C=NC2=C1C=C(C=C2)\C=C\2/N=C(NC2=O)N[C@H]2C(N(CC2)C)=O |r|